S1C(=NC=2N=CN=C(C21)N)N thiazolo[4,5-d]pyrimidine-2,7-diamine